2-(3-chloro-2-fluorophenoxy)-3-[(5RS)-5-(2-chloro-4-methylbenzyl)-5,6-dihydro-4H-1,2,4-oxadiazin-3-yl]imidazo[1,5-b]pyridazine ClC=1C(=C(OC=2C(=CC=3N(N2)C=NC3)C3=NOC[C@H](N3)CC3=C(C=C(C=C3)C)Cl)C=CC1)F |r|